FC=1C(=CC=2C3=C(N=C(C2C1)NCCO)COC[C@@H]3N(C(=O)C=3NC1=CC(=C(C=C1C3)F)F)C)F (R)-N-(8,9-difluoro-6-((2-hydroxyethyl)amino)-1,4-dihydro-2H-pyrano[3,4-c]isoquinolin-1-yl)-5,6-difluoro-N-methyl-1H-indole-2-carboxamide